6-chloro-1-((1R)-2,2-dimethylcyclohexyl)-7-(2-fluoro-6-hydroxyphenyl)-4-(4-(2-propenoyl)-1-piperazinyl)-pyrido[2,3-d]pyrimidin-2(1H)-one ClC1=CC2=C(N(C(N=C2N2CCN(CC2)C(C=C)=O)=O)[C@H]2C(CCCC2)(C)C)N=C1C1=C(C=CC=C1O)F